4-{5-chloro-4-pyrazolo[1,5-a]pyridin-3-ylpyrimidin-2-yl}-5-difluoromethoxy-N1-(2-dimethylaminoethyl)-N1-methylbenzene-1,2,4-triamine ClC=1C(=NC(=NC1)C1(CC(=C(C=C1OC(F)F)N(C)CCN(C)C)N)N)C=1C=NN2C1C=CC=C2